5-(3-chloroimidazo[1,2-a]pyrimidin-6-yl)-N-(2-oxaspiro[3.3]heptan-6-yl)pyrrolo[2,1-f][1,2,4]triazin-2-amine ClC1=CN=C2N1C=C(C=N2)C=2C=CN1N=C(N=CC12)NC1CC2(COC2)C1